6-((5-fluoropyridin-2-yl)amino)-N-methyl-4-((2-(N-methyl-methanesulfonamido)phenyl)amino)nicotinamide FC=1C=CC(=NC1)NC1=NC=C(C(=O)NC)C(=C1)NC1=C(C=CC=C1)N(S(=O)(=O)C)C